FC1=C(N=CC2=C1N=C(N=C2N2CCC1(CO1)CC2)OCC21CCCN1CCC2)C2=CC(=CC1=CC=CC=C21)OCOC 6-(8-Fluoro-7-(3-(methoxymethoxy)naphthalen-1-yl)-2-((tetrahydro-1H-pyrrolizin-7a(5H)-yl)methoxy)pyrido[4,3-d]pyrimidin-4-yl)-1-oxa-6-azaspiro[2.5]octane